C(C)N1C(=NN(C1=O)C=1C=C2C(=CC(=NC2=CC1F)C1=CC(=NC=C1C)OC)C(C)C)CO 4-ethyl-1-(7-fluoro-4-isopropyl-2-(2-methoxy-5-methylpyridin-4-yl)quinolin-6-yl)-3-(hydroxymethyl)-1H-1,2,4-triazol-5(4H)-one